4-[(2-aminoethyl)amino]-2-[2,6-dioxopiperidin-3-yl]isoindole-1,3-dione hydrochloride Cl.NCCNC1=C2C(N(C(C2=CC=C1)=O)C1C(NC(CC1)=O)=O)=O